NC1=CC=C(C=C1)NC(COC1=C(C=CC=C1)C(C)(C)C)=O N-(4-aminophenyl)-2-(2-(tert-butyl)phenoxy)acetamide